C[Si](C)(C)C[Pt+2]C1(C=CC=C1)[Si](C)(C)CC=C (trimethylsilylmethyl)[(allyldimethylsilyl)cyclopentadienyl]-platinum(IV)